1,1-dimethylethyl ((1R)-1-{[(6-{[4-cyano-3-(1-methylethyl)phenyl]oxy}-3-pyridinyl)amino]carbonyl}propyl)carbamate C(#N)C1=C(C=C(C=C1)OC1=CC=C(C=N1)NC(=O)[C@@H](CC)NC(OC(C)(C)C)=O)C(C)C